O=C1C2(CC3=CC=CC=C13)CCC(CC2)C=2C=CC(=NC2)OS(=O)(=O)C(F)(F)F trifluoromethanesulfonic acid 5-[(1s,4s)-3'-oxo-1',3'-dihydrospiro[cyclohexane-1,2'-indene]-4-yl]Pyridin-2-yl ester